5-(((trans)-3-(4-(2-(4-((2-acetylpyrimidin-4-yl)methoxy)phenyl)propan-2-yl)phenoxy)cyclobutyl)amino)-2-(2,6-dioxopiperidin-3-yl)isoindolin-1,3-dione C(C)(=O)C1=NC=CC(=N1)COC1=CC=C(C=C1)C(C)(C)C1=CC=C(O[C@@H]2C[C@H](C2)NC=2C=C3C(N(C(C3=CC2)=O)C2C(NC(CC2)=O)=O)=O)C=C1